CC=1C=C(C(=O)[O-])C=C(C1)C(F)(F)F 3-methyl-5-(trifluoromethyl)benzoate